C(C)(C)(C)OC(=O)N([C@@H]1CC=C(CC1)C1=CC=CC=2N(CCOC21)C(=O)OCC2=CC=CC=C2)C benzyl 8-[(4S)-4-[tert-butoxycarbonyl(methyl)amino]cyclohexen-1-yl]-2,3-dihydro-1,4-benzoxazine-4-carboxylate